N-((2R,3S)-2-(((cis-4-(3,5-difluorophenyl)cyclohexyl)oxy)-methyl)piperidin-3-yl)methanesulfonamide FC=1C=C(C=C(C1)F)[C@H]1CC[C@H](CC1)OC[C@@H]1NCCC[C@@H]1NS(=O)(=O)C